6-((8-Azabicyclo[3.2.1]octan-3-yl)oxy)-N-(4-([1,2,4]triazolo[1,5-a]pyridin-7-yloxy)-3-methylphenyl)pyrido[3,4-d]pyrimidin-4-amine C12CC(CC(CC1)N2)OC2=CC1=C(N=CN=C1NC1=CC(=C(C=C1)OC1=CC=3N(C=C1)N=CN3)C)C=N2